C(C1=CC=CC=C1)OC(=O)NCC[C@@H]1CN(CC1)C(=O)OC(C)(C)C Tert-butyl (3S)-3-[2-(benzyloxycarbonylamino)ethyl]pyrrolidine-1-carboxylate